5-chloro-6-(difluoromethoxy)-N-[(1-ethyl-1H-imidazo[1,2-b]pyrazol-7-yl)methyl]pyridine-3-carboxamide ClC=1C=C(C=NC1OC(F)F)C(=O)NCC1=C2N(N=C1)C=CN2CC